CS(=O)(=O)OCCCCN1C=C(C=2C(=NC=CC21)Cl)C2=CC(=CC(=C2)OC2=CC=C(C=C2)C(F)(F)F)C 4-(4-chloro-3-{3-methyl-5-[4-(trifluoromethyl)phenoxy]phenyl}-1H-pyrrolo[3,2-c]pyridin-1-yl)butyl methanesulfonate